3-(4-bromo-3-methoxyphenoxy)oxetane BrC1=C(C=C(OC2COC2)C=C1)OC